COC1=C(C(=CC=C1)OC)N1C(=NN=C1C=1C=NC=CC1)NS(=O)(=O)[C@@H](C)[C@H](C)C1=NC=C(N=C1)C (2S,3R)-N-(4-(2,6-dimethoxyphenyl)-5-(3-pyridinyl)-4H-1,2,4-triazol-3-yl)-3-(5-methyl-2-pyrazinyl)-2-butanesulfonamide